3-pentenoic acid carbonate C(O)(O)=O.C(CC=CC)(=O)O